COC=1C=C2CCCC2=CC1 5-methoxy-2,3-dihydro-1H-indene